N-[8-bromo-2-(morpholin-4-yl)pyrazolo[1,5-a][1,3,5]triazin-4-yl]glycine Methyl-N-[8-bromo-2-(morpholin-4-yl)pyrazolo[1,5-a][1,3,5]triazin-4-yl]glycinate CN(CC(=O)O)C1=NC(=NC=2N1N=CC2Br)N2CCOCC2.BrC=2C=NN1C2N=C(N=C1NCC(=O)O)N1CCOCC1